Trimethoxyvinylsilan COC(=C(OC)OC)[SiH3]